NC(CO)C1=CC=CC=C1 2-amino-2-phenyl-ethanol